1-(3-(1-acetyl-6-(5-methyl-1H-indazol-4-yl)-1H-indol-2-yl)azetidin-1-yl)prop-2-en-1-one C(C)(=O)N1C(=CC2=CC=C(C=C12)C1=C2C=NNC2=CC=C1C)C1CN(C1)C(C=C)=O